BrC=1C=C(C=C(C1)F)CC(=O)O 2-(3-bromo-5-fluorophenyl)acetic acid